2-bromo-5-methoxypyridin-3-amine BrC1=NC=C(C=C1N)OC